COC=1C(=C2C=CN(C2=C(C1)C)C(=O)OC(C)(C)C)CN1C(CC(CC1)N1CC(C1)C(F)(F)F)C1=CC=C(C=C1)C(=O)OC tert-butyl 5-methoxy-4-((2-(4-(methoxycarbonyl) phenyl)-4-(3-(trifluoromethyl) azetidin-1-yl) piperidin-1-yl) methyl)-7-methyl-1H-indole-1-carboxylate